6-methyl-5-(4-((2-ethyl-5-fluoro-3-oxo-4H-quinoxalin-6-yl)methyl-d2)piperazin-1-yl)pyridine-2-carboxamide CC1=C(C=CC(=N1)C(=O)N)N1CCN(CC1)C([2H])([2H])C=1C(=C2NC(C(=NC2=CC1)CC)=O)F